1-(6-(4-((3-chloro-2-fluorophenyl)amino)pyrido[3,2-d]pyrimidin-6-yl)-1,6-diazaspiro[3.3]heptan-1-yl)but-2-yn-1-one ClC=1C(=C(C=CC1)NC=1C2=C(N=CN1)C=CC(=N2)N2CC1(CCN1C(C#CC)=O)C2)F